tert-Butyl 7-[8-chloro-7-fluoro-3-[[(1S,2R)-2-fluorocyclopropyl]carbamoylamino]-6-isoquinolyl]-8-methyl-2,3-dihydropyrido[2,3-b][1,4]oxazine-1-carboxylate ClC=1C(=C(C=C2C=C(N=CC12)NC(N[C@@H]1[C@@H](C1)F)=O)C1=C(C2=C(OCCN2C(=O)OC(C)(C)C)N=C1)C)F